N-(4-(tert-butyl)phenyl)-4-(2-(4-methylpiperidin-1-yl)benzyl)piperazine-1-carboxamide C(C)(C)(C)C1=CC=C(C=C1)NC(=O)N1CCN(CC1)CC1=C(C=CC=C1)N1CCC(CC1)C